1-(7-(5-chloropyrazolo[4,3-b]indol-4(1H)-yl)-8-fluoro-2-(((2R,7aS)-2-fluorotetrahydro-1H-pyrrolizin-7a(5H)-yl)methoxy)pyrido[4,3-d]pyrimidin-4-yl)azepane-4-carbonitrile ClC1=CC=CC=2C3=C(N(C12)C1=C(C=2N=C(N=C(C2C=N1)N1CCC(CCC1)C#N)OC[C@]12CCCN2C[C@@H](C1)F)F)C=NN3